6-Amino-2-((3-methoxyphenyl)amino)-N-methyl-N-phenylpyrimidine-4-carboxamide NC1=CC(=NC(=N1)NC1=CC(=CC=C1)OC)C(=O)N(C1=CC=CC=C1)C